IC1=CN(C2=NC=C(C=C21)C=2C(=NOC2C)C)C2CCOCC2 4-(3-iodo-1-(tetrahydro-2H-pyran-4-yl)-1H-pyrrolo[2,3-b]pyridin-5-yl)-3,5-dimethylisoxazole